NC1=CC=C(C=C1)C(C1=CC=C(C=C1)N)P([O-])([O-])=O Bis(4-aminophenyl)methylphosphonat